(1S,3R)-3-(2-cyanoacetylamino)-N-(4-(4-fluoro-1-isopropyl-1H-benzo[d]imidazol-6-yl)-5-methylpyridin-2-yl)cyclohexane-1-carboxamide C(#N)CC(=O)N[C@H]1C[C@H](CCC1)C(=O)NC1=NC=C(C(=C1)C=1C=C(C2=C(N(C=N2)C(C)C)C1)F)C